7-(4-chlorobenzyl)-8-(1-hydroxy-4-(trifluoromethyl)cyclohexyl)-1-(3-hydroxypropyl)-3-methyl-3,7-dihydro-1H-purine-2,6-dione ClC1=CC=C(CN2C(=NC=3N(C(N(C(C23)=O)CCCO)=O)C)C2(CCC(CC2)C(F)(F)F)O)C=C1